(4-cyclopropyl-1-(6-(2-hydroxyphenyl)pyridazin-4-yl)piperidin-4-yl)(2,6-diazaspiro[3.3]heptan-2-yl)methanone C1(CC1)C1(CCN(CC1)C1=CN=NC(=C1)C1=C(C=CC=C1)O)C(=O)N1CC2(C1)CNC2